BrC1=NN(C(=C1C(=O)N)NCCCN1CCOCC1)[C@@H]1CN(CC1)C(C=C)=O 3-Bromo-5-[[3-(morpholin-4-yl)propyl]amino]-1-[(3S)-1-(prop-2-enoyl)pyrrolidin-3-yl]pyrazole-4-carboxamide